((3aR,4R,6R,6aR)-6-(4-aminopyrrolo[2,1-f][1,2,4]triazin-7-yl)-6-cyano-2,2-dimethyltetrahydrofuro[3,4-d][1,3]dioxol-4-yl)methyl bis(2-chlorophenyl) phosphate P(=O)(OC[C@H]1O[C@@]([C@@H]2OC(O[C@@H]21)(C)C)(C#N)C2=CC=C1C(=NC=NN12)N)(OC1=C(C=CC=C1)Cl)OC1=C(C=CC=C1)Cl